N(=[N+]=[N-])[C@H]1[C@@H](O[C@@H]([C@H]([C@@H]1OCC1=CC=CC=C1)OCC1=CC=CC=C1)COCC1=CC=CC=C1)O[C@@H]([C@H](COP(=O)(OCCC#N)OCCNC(=O)OCC1=CC=CC=C1)OCC1=CC=CC=C1)[C@H](OCC1=CC=CC=C1)COC1=CC=C(C=C1)OC 3-O-(2-azido-3,4,6-tri-O-benzyl-2-deoxy-β-D-glucopyranosyl)-2,4-di-O-benzyl-1-O-[(2-{[(benzyloxy)carbonyl]amino}ethoxy)(2-cyanoethoxy)phosphoryl]-5-O-(4-methoxyphenyl)-D-ribitol